C(C1=CC=CC=C1)C1=C(NC=2N=C(N=C(C21)N)Cl)C benzyl-2-chloro-6-methyl-7H-pyrrolo[2,3-d]pyrimidin-4-amine